C(CCC)C1=C(C(=CC(=C1)C)CCCC)O 2,6-Dibutyl-4-methylphenol